N1N=CC(=C1)C1=CC=C(OC2=CC(=C(C=N2)N)C)C=C1 6-(4-(1H-pyrazol-4-yl)phenoxy)-4-methylpyridin-3-amine